[Na].N1=C(C=CC=C1)C1=NC=CC=C1 2,2'-bipyridine sodium